N-(camphanylsulfonyloxy)phthalimide C12(C(CC(CC1)C2(C)C)S(=O)(=O)ON2C(C=1C(C2=O)=CC=CC1)=O)C